rac-(1S,2S,3R,5R)-2-fluoro-3-hydroxy-1,5-dimethyl-8-azabicyclo[3.2.1]octane-8-carboxylic acid tert-butyl ester C(C)(C)(C)OC(=O)N1[C@@]2([C@@H]([C@@H](C[C@]1(CC2)C)O)F)C |r|